CO[Si](OC)(OC)CCCC1=CC=C(C=C1)O 4-((trimethoxysilyl)propyl)phenol